3,5,6,7,8,3',4'-heptamethoxyl-flavone O(C)C1=C(OC2=C(C(=C(C(=C2C1=O)OC)OC)OC)OC)C1=CC(=C(C=C1)OC)OC